1-phenylpiperazin-2-one hydrochloride Cl.C1(=CC=CC=C1)N1C(CNCC1)=O